[Si](C1=CC=CC=C1)(C1=CC=CC=C1)(C(C)(C)C)OC[C@@H]1N(C(C[C@H]1CC(C)C)O)C(=O)OC(C)(C)C tert-butyl (2R,3R)-2-[[tert-butyl(diphenyl)silyl]oxymethyl]-5-hydroxy-3-isobutyl-pyrrolidine-1-carboxylate